FC1=CC=C(C=C1)C=1C=C2C(=NC1)NC(N2CC2=NN(C=N2)C)=O 6-(4-fluorophenyl)-1-[(1-methyl-1,2,4-triazol-3-yl)methyl]-3H-imidazo[4,5-b]pyridin-2-one